O=C(CCCNC(OC(C)(C)C)=O)C Tert-butyl N-(4-oxopentyl)carbamate